(5s,7s)-5-(3-chloro-2-fluoro-phenyl)-2-(difluoromethylsulfonyl)-7-fluoro-6,7-dihydro-5H-pyrrolo[1,2-b][1,2,4]triazole ClC=1C(=C(C=CC1)[C@@H]1C[C@@H](C=2N1N=C(N2)S(=O)(=O)C(F)F)F)F